3-chloro-N-(1-cyanocyclopropyl)-1-(hydrazinecarbonyl)-5-(4-isobutyrylpiperazin-1-yl)-N-(4-methoxybenzyl)imidazo[1,5-a]pyridine-7-sulfonamide ClC1=NC(=C2N1C(=CC(=C2)S(=O)(=O)N(CC2=CC=C(C=C2)OC)C2(CC2)C#N)N2CCN(CC2)C(C(C)C)=O)C(=O)NN